2-methyl-9,10-bis(n-heptyloxycarbonyloxy)anthracene CC1=CC2=C(C3=CC=CC=C3C(=C2C=C1)OC(=O)OCCCCCCC)OC(=O)OCCCCCCC